1,3,5-tri-bromobenzene BrC1=CC(=CC(=C1)Br)Br